6-acetyl-8-cyclopentyl-2-[[5-[4-[4-(hydroxymethyl)phenoxy]-1-piperidyl]-2-pyridyl]amino]-5-methyl-pyrido[2,3-d]pyrimidin-7-one C(C)(=O)C1=C(C2=C(N=C(N=C2)NC2=NC=C(C=C2)N2CCC(CC2)OC2=CC=C(C=C2)CO)N(C1=O)C1CCCC1)C